2,4-dimethyl-5-((7-methyl-6-azaspiro[3.4]octan-6-yl)sulfonyl)thiazole CC=1SC(=C(N1)C)S(=O)(=O)N1CC2(CCC2)CC1C